tert-Butyl ((exo-3-(1-(4-(4-amino-2-oxopyrimidin-1(2H)-yl)phenyl)-3-methylbutan-2-yl)-3-azabicyclo[3.1.0]hexan-6-yl)methyl)carbamate NC1=NC(N(C=C1)C1=CC=C(C=C1)CC(C(C)C)N1CC2C(C2C1)CNC(OC(C)(C)C)=O)=O